C(=C)C1=CC=C(C=C1)COC1=CC=C(C(=O)O)C=C1 4-[(4-vinyl-phenyl)methoxy]benzoic acid